ClC1=C(C=CC=C1C1=C(C(=CC=C1)C1=NC=2CCCC(C2C=C1)=O)Cl)C1=CC=C(C(=N1)OC)CN(C(OC(C)(C)C)=O)C[C@H]1NC(CC1)=O tert-Butyl N-[[6-[2-chloro-3-[2-chloro-3-(5-oxo-7,8-dihydro-6H-quinolin-2-yl)-phenyl]-phenyl]-2-methoxy-3-pyridyl]-methyl]-N-[[(2S)-5-oxopyrrolidin-2-yl]methyl]carbamate